aluminum bis(butyl acetoacetate) mono(ethyl acetoacetate) C(C)CC(CC(=O)[O-])=O.C(CCC)CC(CC(=O)[O-])=O.C(CCC)CC(CC(=O)[O-])=O.[Al+3]